C(C)SC1=C(C=CC=C1)B(O)O 2-ETHYLTHIOPHENYLBORONIC ACID